2-(2-fluoro-4-methylphenyl)-N-(1-methylpiperidin-4-yl)-5-(1H-pyrrolo[2,3-b]pyridin-4-yl)-1H-pyrrole-3-carboxamide FC1=C(C=CC(=C1)C)C=1NC(=CC1C(=O)NC1CCN(CC1)C)C1=C2C(=NC=C1)NC=C2